3-bromo-7-fluorochroman-4-yl (R)-phenylpropanoate C1(=CC=CC=C1)[C@H](C(=O)OC1C(COC2=CC(=CC=C12)F)Br)C